ClC1=CC=C(C=C1)C1=NN(C[C@@H]1C1=CC=CC=C1)/C(/NCCNS(N)(=O)=O)=N/S(=O)(=O)C1=CC=C(C=C1)C(F)(F)F (S,E)-3-(4-chlorophenyl)-4-phenyl-N-(2-(sulfamoylamino)ethyl)-N'-((4-(trifluoromethyl)phenyl)sulfonyl)-4,5-dihydro-1H-pyrazole-1-carboximidamide